FC(C=1C=CC=2N(C1)C(=CN2)C(=O)OCC)F ethyl 6-(difluoromethyl)imidazo[1,2-a]pyridine-3-carboxylate